C(C)(C)N1N=NC2=C1C=CC(=C2)C2=NOC(=N2)C2=CC(=CC=C2)OC 3-(1-isopropylbenzo-triazol-5-yl)-5-(3-methoxyphenyl)-1,2,4-oxadiazole